1-(6-chloro-7-(3,5-dimethyl-1H-indazol-4-yl)-4-((2S,5R)-2,5-dimethyl-4-(vinylsulfonyl)piperazin-1-yl)-8-fluoroquinazolin-2-yl)-N,N-dimethylazetidin-3-amine ClC=1C=C2C(=NC(=NC2=C(C1C1=C2C(=NNC2=CC=C1C)C)F)N1CC(C1)N(C)C)N1[C@H](CN([C@@H](C1)C)S(=O)(=O)C=C)C